C(#N)C1=C(SC(=C1C)C)C1=C(C(=O)N)C=CC=N1 (3-Cyano-4,5-dimethylthiophen-2-yl)nicotinamide